(2S)-2-amino-3,3-dicyclohexyl-N-[4-[3,5-dimethyl-1-(2-trimethylsilylethoxymethyl)pyrazol-4-yl]phenyl]acrylamide hydrochloride Cl.NC(C(=O)NC1=CC=C(C=C1)C=1C(=NN(C1C)COCC[Si](C)(C)C)C)=C(C1CCCCC1)C1CCCCC1